OC1=C(OC2=CC(=CC(=C2C1=O)O)O)C1=CC(=C(C(=C1)O)O)O 3,3',4',5,5',7-hexahydroxy-flavon